1,8-dimethyl-9-fluorenone CC1=CC=CC=2C3=CC=CC(=C3C(C12)=O)C